2-(4-(2-(1H-pyrrol-1-yl)ethylcarbamoyl)piperidin-1-yl)benzo[d]thiazole-6-carboxylic acid N1(C=CC=C1)CCNC(=O)C1CCN(CC1)C=1SC2=C(N1)C=CC(=C2)C(=O)O